OC1CN(C1)C1=C(C(=O)OC)C=CC=N1 methyl 2-(3-hydroxyazetidin-1-yl)nicotinate